3-iodo-4-methyl-7-nitro-1H-indole IC1=CNC2=C(C=CC(=C12)C)[N+](=O)[O-]